OC=1C=CC2=C(N=C(O2)C2=CC(=NC=C2)C(=O)O)C1 4-(5-hydroxybenzo[d]oxazol-2-yl)picolinic acid